CCOC=1C=CC=C(OC(=O)NN2C=C(C3=CC=CC=C23)C=2CCN(CC2)CCCC)C1 5-(2-ethoxy)phenoxycarbonylamino-3-(1-butyl-1,2,3,6-tetrahydropyridin-4-yl)-1H-indole